C(C)OC1=C(C=CC(=C1)OC)CNCC(=O)N1C[C@H](CCC1)C=1C=C(C(=O)N)C=CC1 3-[(3R)-1-[2-[(2-ethoxy-4-methoxy-phenyl)methylamino]acetyl]-3-piperidyl]benzamide